N1CC(C1)C1=NN2C(N(C(C3=C2N=C(C=C3)C(F)(F)F)=O)CC(=O)NC3=NC=C(C=C3)F)=C1 2-(2-(azetidin-3-yl)-5-oxo-8-(trifluoromethyl)pyrazolo[1,5-a]pyrido[3,2-e]pyrimidin-4(5H)-yl)-N-(5-fluoropyridin-2-yl)acetamide